FC(C1=C(C=CC(=C1)C(F)(F)F)C(C)N1N=CC(=C1)C#C[Si](C(C)C)(C(C)C)C(C)C)(F)F 1-(1-(2,4-bis(trifluoromethyl)phenyl)ethyl)-4-((triisopropylsilyl)ethynyl)-1H-pyrazole